FC=1C(=C(C=CC1N)C1=CC=C(C=C1)N)F difluoro-(1,1'-biphenyl)-4,4'-diamine